1-(3-(dimethylamino)propyl)-4-((4-(4,4-dimethylcyclohexyl)phenyl)amino)piperidin-2-one CN(CCCN1C(CC(CC1)NC1=CC=C(C=C1)C1CCC(CC1)(C)C)=O)C